C12CN(CC(CC1)N2)C=2C=1N(N=CC2)C=C(C1)C=1C=NN(C1)C 4-(3,8-diazabicyclo[3.2.1]oct-3-yl)-6-(1-methyl-1H-pyrazol-4-yl)pyrrolo[1,2-b]pyridazine